1,5-Bis(3-methoxy-4-octyloxyphenyl)penta-1,4-dien-3-one COC=1C=C(C=CC1OCCCCCCCC)C=CC(C=CC1=CC(=C(C=C1)OCCCCCCCC)OC)=O